methyl 4-bromo-2-[(E)-2-ethoxyethenyl]-5-fluorobenzoate BrC1=CC(=C(C(=O)OC)C=C1F)\C=C\OCC